The molecule is a branched ten-membered glucosamine oligosaccharide consisting of two fucose, three glucosamine, one glucose (at the reducing end) and four galactose units, linked as shown. C[C@H]1[C@H]([C@H]([C@@H]([C@@H](O1)O[C@@H]2[C@H]([C@H]([C@H](O[C@H]2O[C@@H]3[C@H](O[C@H]([C@@H]([C@H]3O)NC(=O)C)OC[C@@H]4[C@@H]([C@@H]([C@H]([C@@H](O4)O[C@@H]5[C@H](O[C@H]([C@@H]([C@H]5O)NC(=O)C)O[C@H]6[C@H]([C@H](O[C@H]([C@@H]6O)O[C@@H]7[C@H](OC([C@@H]([C@H]7O)O)O)CO)CO)O)CO)O)O[C@H]8[C@@H]([C@H]([C@@H]([C@H](O8)CO)O[C@H]9[C@@H]([C@H]([C@H]([C@H](O9)CO)O)O)O[C@H]1[C@H]([C@@H]([C@@H]([C@@H](O1)C)O)O)O)O)NC(=O)C)O)CO)CO)O)O)O)O)O